(3S,4R)-3-methyltetrahydro-2H-pyran C[C@@H]1COCCC1